CN1C(C=CC(=C1)C=1C=NN(C1)C(C)C=1C=C(C=CC1)C)=O 1-methyl-5-(1-(1-(m-tolyl)ethyl)-1H-pyrazol-4-yl)pyridin-2(1H)-one